ethyl 1-(4-cyano-3-fluoro-5-methoxybenzyl)piperidine-4-carboxylate C(#N)C1=C(C=C(CN2CCC(CC2)C(=O)OCC)C=C1OC)F